N-((2-(2,6-dioxopiperidin-3-yl)-1-oxoisoindolin-5-yl)methyl)-6-trifluoromethoxy-2H-chromene-3-carboxamide O=C1NC(CCC1N1C(C2=CC=C(C=C2C1)CNC(=O)C=1COC2=CC=C(C=C2C1)OC(F)(F)F)=O)=O